4-(trifluoromethoxy)-3-(trifluoromethyl)phenol FC(OC1=C(C=C(C=C1)O)C(F)(F)F)(F)F